4-((2-(di-dodecylamino)ethyl)(dodecyl)amino)butan-1-ol C(CCCCCCCCCCC)N(CCN(CCCCO)CCCCCCCCCCCC)CCCCCCCCCCCC